cis-3-heptyl-5-methyl-dihydro-furan-2-one C(CCCCCC)[C@@H]1C(O[C@@H](C1)C)=O